C(C)(C)[C@@]1(C=C[C@](CC1)(O)C)O (1S,4S)-1-isopropyl-4-methylcyclohex-2-en-1,4-diol